2-amino-5-(2-methyl-3-nitrophenyl)-1,3,4-thiadiazole NC=1SC(=NN1)C1=C(C(=CC=C1)[N+](=O)[O-])C